4-chloro-N-(4,6-diphenylpyrimidin-2-yl)benzamide ClC1=CC=C(C(=O)NC2=NC(=CC(=N2)C2=CC=CC=C2)C2=CC=CC=C2)C=C1